tert-butyl 5,5-difluoro-2-{[4-(methanesulfonylmethyl) phenyl] amino}-5H,6H,7H,8H-pyrido[3,4-d]pyrimidine-7-carboxylate FC1(CN(CC=2N=C(N=CC21)NC2=CC=C(C=C2)CS(=O)(=O)C)C(=O)OC(C)(C)C)F